3-chloro-N-(2-fluoro-3-(3-methoxyquinoxaline-6-carbonyl)phenyl)-4-(trifluoromethyl)benzamide ClC=1C=C(C(=O)NC2=C(C(=CC=C2)C(=O)C=2C=C3N=C(C=NC3=CC2)OC)F)C=CC1C(F)(F)F